(2R)-2-amino-4-cyclohexyl-N-(2,6-piperidinedione-3-yl)butanamide hydrochloride Cl.N[C@@H](C(=O)NC1C(NC(CC1)=O)=O)CCC1CCCCC1